4-amino-7-{1-[1-(2-fluorophenyl)-1H-1,2,3-triazol-4-yl]propyl}-5-[2-(trifluoromethyl)pyrimidin-5-yl]-7H-pyrrolo[2,3-d]pyrimidine-6-carbonitrile NC=1C2=C(N=CN1)N(C(=C2C=2C=NC(=NC2)C(F)(F)F)C#N)C(CC)C=2N=NN(C2)C2=C(C=CC=C2)F